FC=1C=C(C=C(C1[C@@H]1N([C@@H](CC2=C1NC1=CC=CC=C21)C)CC(F)(F)F)F)N[C@@H]2CN(C[C@H]2C)CCCF trans-N-[3,5-difluoro-4-[(1S,3R)-3-methyl-2-(2,2,2-trifluoroethyl)-1,3,4,9-tetrahydropyrido[3,4-b]indol-1-yl]phenyl]-1-(3-fluoropropyl)-4-methyl-pyrrolidin-3-amine